BrC1=C(C(=C(C(=C1F)F)Br)N)N 3,6-dibromo-4,5-difluorobenzene-1,2-diamine